FC=1C=C(C=CC1OC1=CC=NC2=CC(=C(C=C12)OC)OCCNC1CCC(CC1)OC)NC(=O)C1=C2C(=CN(C1=O)C1=CC=C(C=C1)F)CCO2 N-{3-fluoro-4-[(6-methoxy-7-{2-[(4-methoxycyclohexyl)amino]ethoxy}quinolin-4-yl)oxy]phenyl}-5-(4-fluorophenyl)-6-oxo-2,3,5,6-tetrahydrofuro[3,2-c]pyridine-7-carboxamide